tris(3-methylphenylamino)-triphenylamine CC=1C=C(C=CC1)NC1=C(C(=C(C=C1)N(C1=CC=CC=C1)C1=CC=CC=C1)NC1=CC(=CC=C1)C)NC1=CC(=CC=C1)C